N-(4-bromo-2-methyl-6-isopropenylphenyl)-3,3-dimethylbutyramide BrC1=CC(=C(C(=C1)C(=C)C)NC(CC(C)(C)C)=O)C